C(C=C)(=O)NC1=C(C=C(C=C1)C1=NN2N=CN=C(C2=C1C1=CC(=C(C(=O)NCC(F)(F)F)C=C1)OC)N)CN(C)C 4-(6-(4-acrylamido-3-((dimethylamino)methyl)phenyl)-4-aminopyrazolo[5,1-f][1,2,4]triazin-5-yl)-2-methoxy-N-(2,2,2-trifluoroethyl)benzamide